C(C=C)(=O)NC=1C(=CC(=C(C1)NC1=CC(=NC=N1)N1OCC[C@@H]1C=1C=C(C(=O)O)C=CC1)OC)N1CCN(CC1)C (R)-3-(2-(6-((5-acrylamido-2-methoxy-4-(4-methylpiperazin-1-yl)phenyl)amino)pyrimidine-4-yl)isoxazolidin-3-yl)benzoic acid